N-(4-Cyanobenzyl)-1-methyl-6-((1-((4-methylpiperazin-1-yl)sulfonyl)cyclopropyl)methyl)-7-oxo-4,5,6,7-tetrahydro-1H-pyrazolo[3,4-c]pyridine-3-carboxamide C(#N)C1=CC=C(CNC(=O)C2=NN(C=3C(N(CCC32)CC3(CC3)S(=O)(=O)N3CCN(CC3)C)=O)C)C=C1